1-((2S,4R)-2-methyl-4-((4-((5,6,7,8-tetrahydroimidazo[1,2-a]pyrazin-3-yl)methyl)phenyl)-amino)-3,4-dihydroquinolin-1(2H)-yl)propan-1-one trifluoroacetate FC(C(=O)O)(F)F.C[C@@H]1N(C2=CC=CC=C2[C@@H](C1)NC1=CC=C(C=C1)CC1=CN=C2N1CCNC2)C(CC)=O